tert-butyl 5-(3-(4,4,5,5-tetramethyl-1,3,2-dioxaborolan-2-yl)phenyl)-3,4-dihydropyridine-1(2H)-carboxylate CC1(OB(OC1(C)C)C=1C=C(C=CC1)C=1CCCN(C1)C(=O)OC(C)(C)C)C